3-[3-(23,29-difluoro-6-methyl-25-oxa-3,12,20,31,32-pentazahexacyclo[24.3.1.12,5.110,13.016,24.017,21]dotriaconta-1(30),2,4,10,12,16,18,21,23,26,28-undecaen-6-yl)phenyl]propanoic acid FC=1C=C2NC=CC2=C2CCC3=NC=C(CCCC(C4=CN=C(C=5C(=CC=C(OC12)C5)F)N4)(C)C=4C=C(C=CC4)CCC(=O)O)N3